NC1=NC=CC=2N1C(=NC2[C@@H]2CN(CCC2)CC#CC)C2=CC=C(C(=O)NC1=NC=CC=C1)C=C2 (S)-4-(5-amino-1-(1-(but-2-ynyl)piperidin-3-yl)imidazo[1,5-c]pyrimidin-3-yl)-N-(pyridin-2-yl)benzamide